CCC(CC)N1N=CC(=C1)C=1C=2N(C=C(N1)C=1C=NN(C1)C1CC(C1)O)N=CC2 3-(4-(4-(1-(pentan-3-yl)-1H-pyrazol-4-yl)pyrazolo[1,5-a]pyrazin-6-yl)-1H-pyrazol-1-yl)cyclobutanol